C1(CC1)CS(=O)(=O)C1=CC=C(C=C1)C(CO)C1=NC2=C(N1)C=C(C(=C2Cl)C2=C(C=CC=C2)F)Cl 2-(4-((cyclopropylmethyl)sulfonyl)phenyl)-2-(4,6-dichloro-5-(2-fluorophenyl)-1H-benzo[d]imidazol-2-yl)ethanol